C[Si]1(CCC(CC1)N1N=C(C=2C1=NC(=NC2)NC=2C(=CC=1N(C2)N=CN1)C)C)C 1-(1,1-dimethylsilinan-4-yl)-3-methyl-N-(7-methyl-[1,2,4]triazolo[1,5-a]pyridin-6-yl)-1H-pyrazolo[3,4-d]pyrimidin-6-amine